O[C@H]1CN(CC1)CC=1C=C(C=CC1)C1=CC=C(C=C1)C=1C=CC2=C(NC(=N2)C)C1 (R)-6-(3'-((3-HydroxyAzolidin-1-yl)Methyl)-[1,1'-Biphenyl]-4-yl)-2-Methyl-1H-benzo[d]Imidazol